cyclohexanedicarboxylic acid calcium salt [Ca+2].C1(CCCCC1)(C(=O)[O-])C(=O)[O-]